FC1=C(C=CC(=C1)F)C1=CC(=CC=C1C)[C@H](CC(=O)OCC)NC(=O)NC=1C(N(C=CC1O)C)=O ethyl (S)-3-(2',4'-difluoro-6-methylbiphenyl-3-yl)-3-(3-(4-hydroxy-1-methyl-2-oxo-1,2-dihydro pyridin-3-yl)ureido)propanoate